5-((3-(dimethylcarbamoyl)phenyl)amino)-2,3-dioxo-2,3-dihydro-1H-pyrrolo[3,2-c]isoquinoline-7-carboxylic acid CN(C(=O)C=1C=C(C=CC1)NC1=NC2=C(C=3C=CC(=CC13)C(=O)O)NC(C2=O)=O)C